5-Bromo-7-(1,1,1-trifluoropropan-2-yl)-7H-pyrrolo[2,3-d]pyrimidin-4-ylamine BrC1=CN(C=2N=CN=C(C21)N)C(C(F)(F)F)C